3-(3,5-difluorophenyl)-N-(1-(3-(2,2,2-trifluoroethoxy)phenyl)cyclopropyl)-butanamide FC=1C=C(C=C(C1)F)C(CC(=O)NC1(CC1)C1=CC(=CC=C1)OCC(F)(F)F)C